1-cyclobutyl-N-[2-(2,6-dioxopiperidin-3-yl)-1-oxo-3H-isoindol-5-yl]-3-methylpyrazolo[3,4-d]pyrimidine-6-carboxamide C1(CCC1)N1N=C(C=2C1=NC(=NC2)C(=O)NC=2C=C1CN(C(C1=CC2)=O)C2C(NC(CC2)=O)=O)C